N1-(4'-bromo-[1,1'-biphenyl]-4-yl)-N1-(9,9-dimethyl-9H-fluoren-2-yl)-N4,N4-diphenylbenzene-1,4-diamine BrC1=CC=C(C=C1)C1=CC=C(C=C1)N(C1=CC=C(C=C1)N(C1=CC=CC=C1)C1=CC=CC=C1)C1=CC=2C(C3=CC=CC=C3C2C=C1)(C)C